2-((1-methyl-3-(oxetan-3-yloxy)-1H-pyrazol-4-yl)amino)Pyrrolo[2,3-d]pyrimidine-6-carbonitrile CN1N=C(C(=C1)NC=1N=CC2=C(N1)N=C(C2)C#N)OC2COC2